OC1=CC(=C(C=O)C=C1)OCC=1C(=NC=CC1)C1=CC=NN1C(C)C 4-hydroxy-2-((2-(1-isopropyl-1H-pyrazol-5-yl)pyridin-3-yl)methoxy)benzaldehyde